5-(3-methoxyphenyl)-2-methylpenta-2,4-dien-1-ol COC=1C=C(C=CC1)C=CC=C(CO)C